P(=O)([O-])([O-])[O-].[La+3] lanthanum phosphate